6-cyanopyrimidine C(#N)C1=CC=NC=N1